C(#N)C1=CC(=C(COC2=NC(=NC=C2F)N2CCN(CC2)[C@@H](C)C2=NC3=C(N2C[C@H]2OCC2)C=C(C=C3)C(=O)O)C=C1)F 2-((S)-1-(4-(4-((4-cyano-2-fluorobenzyl)oxy)-5-fluoropyrimidin-2-yl)piperazin-1-yl)ethyl)-1-(((S)-oxetan-2-yl)methyl)-1H-benzo[d]imidazole-6-carboxylic acid